ClC1=NC2=C(C=CC=C2C(=N1)Cl)OC(C)C 2,4-dichloro-8-isopropoxyquinazoline